2-(prop-2-en-1-yloxy)acetic acid C(C=C)OCC(=O)O